ClC1=C(C=C(C=C1)NC(=O)N1C2CC(CC1C2)C)[C@H]2[C@H](CC2)C(F)F cis-N-(4-chloro-3-((1R,2S)-2-(difluoromethyl)cyclobutyl)phenyl)-3-methyl-6-azabicyclo[3.1.1]heptane-6-carboxamide